C(N)(OC(CC1(CCN(CC1)C1=NC=C(N=C1)SC1=CC(=CC=C1)N)C)(C)C)=O (1-(5-((3-Aminophenyl)thio)pyrazin-2-yl)-4-methylpiperidin-4-yl)tert-butyl carbamate